ClP(OCCOP(Cl)Cl)Cl 1,2-Bis((dichlorophosphanyl)oxy)ethane